2-chloro-5-(1,2,3,6-tetrahydro-3-methyl-2,6-dioxo-4-trifluoromethylpyrimidin-1-yl)benzoyl chloride ClC1=C(C(=O)Cl)C=C(C=C1)N1C(N(C(=CC1=O)C(F)(F)F)C)=O